CC1=NN=C2N1C(=C(C=C2)CC2CCC(CC2)C(=O)N2OCC[C@H]2C=2N=C(SC2)C)C [4-(3,5-Dimethyl-[1,2,4]triazolo[4,3-a]pyridin-6-ylmethyl)-cyclohexyl]-[(S)-3-(2-methyl-thiazol-4-yl)-isoxazolidin-2-yl]-methanone